(+-)-14-methyllysergic acid CC1=C2NC=C3C[C@H]4N(C[C@H](C(O)=O)C=C4C(C=C1)=C32)C |r|